1-oxoisoindoline-5-amide O=C1NCC2=CC(=CC=C12)C(=O)N